2-(5-(5-(1-(1H-pyrrolo[2,3-b]pyridin-4-yl)ethoxy)-1H-indazol-3-yl)pyridin-2-yl)-7-((1-methylpiperidin-4-yl)methyl)-2,7-diazaspiro[3.5]nonane N1C=CC=2C1=NC=CC2C(C)OC=2C=C1C(=NNC1=CC2)C=2C=CC(=NC2)N2CC1(C2)CCN(CC1)CC1CCN(CC1)C